CC1(CC1)C(=O)NCC=1NC2=CC(=CC=C2C1)OCC1=CN=CO1 1-methyl-N-((6-(oxazol-5-ylmethoxy)-1H-indol-2-yl)methyl)cyclopropane-1-carboxamide